6-Chloro-2-{4-[4-(2-ethoxyethyl)piperidin-1-yl]phenyl}-N-[1-(1-methylethyl)piperidin-4-yl]-3H-imidazo[4,5-b]pyridin-7-amine ClC=1C(=C2C(=NC1)NC(=N2)C2=CC=C(C=C2)N2CCC(CC2)CCOCC)NC2CCN(CC2)C(C)C